1-Methyl-N-(4-((4-(4-(trifluoromethyl)piperidin-1-yl)phenyl)amino)benzyl)piperidine-4-carboxamide CN1CCC(CC1)C(=O)NCC1=CC=C(C=C1)NC1=CC=C(C=C1)N1CCC(CC1)C(F)(F)F